methyl-3-oxa-7,9-diazabicyclo[3.3.1]nonane-9-carboxamide CC12COCC(CNC1)N2C(=O)N